2-(pyridin-2-yl)-4,5-dihydrooxazole N1=C(C=CC=C1)C=1OCCN1